FC1=C(C=C(C(=C1)C)[S@](=O)CC(F)(F)F)\N=C\1/SCC(N1CC(F)(F)F)=O (2Z)-2-({2-fluoro-4-methyl-5-[(R)-(2,2,2-trifluoroethyl)sulfinyl]phenyl}imino)-3-(2,2,2-trifluoroethyl)-1,3-thiazolidin-4-one